C(CCC)N(CCC)C(CC=C[SiH3])N(CCCC)CCC bis(n-butyl-n-propylamino)ethylvinylsilane